N1CC(C1)CCC[C@@]12C(CC[C@H]1[C@@H]1[C@@H]([C@@H](C3CCCC[C@]3(C)[C@H]1CC2)CO)O)=O [2-(azetidine-3-yl)ethyl]-6alpha-hydroxymethyl-7alpha-hydroxyandrostane-17-one